tert-butyl 4-(4-methoxy-3-oxo-pentanoyl)piperazine-1-carboxylate COC(C(CC(=O)N1CCN(CC1)C(=O)OC(C)(C)C)=O)C